N1=CC=C(C=C1)C=1C=NN2CCOC3=C(C12)C=CC(=C3)OCC=3N=C1SC=CN1C3 1-pyridin-4-yl-8-(imidazo[2,1-b]thiazol-6-ylmethoxy)-4,5-dihydro-6-oxa-3,3a-diaza-benzo-azulene